C(C)(C)NC1=NN2C(C=N1)=C(C=C2)C=2C=CC=1N(C2)C(=CN1)C(=O)N1CCCC1 (6-(2-(isopropylamino)pyrrolo[2,1-f][1,2,4]triazin-5-yl)imidazo[1,2-a]pyridin-3-yl)(pyrrolidin-1-yl)methanone